[Si](C1=CC=CC=C1)(C1=CC=CC=C1)(C(C)(C)C)OC[C@@H]1[C@H](C1)C=CCCC(=O)O 5-((1r,2s)-2-(((tert-butyldiphenylsilyl)oxy)methyl)cyclopropyl)pent-4-enoic acid